O1C(CCCC1)O[C@H]1C[C@H]2[C@H]([C@H]([C@H]3[C@@H]4CC[C@H]([C@@H](CCC(=O)O)C)[C@]4(CC[C@@H]3[C@]2(CC1)C)C)O)CC 3ALPHA-TETRAHYDROPYRANYLOXY-6ALPHA-ETHYL-7ALPHA-HYDROXY-5BETA-CHOLANIC ACID